CCCCCCCCCC(=O)NCCO N-(2-hydroxyethyl)-decanamide